methyl 4-(6,7-difluoro-4-oxo-4H-chromen-2-yl)benzoate FC=1C=C2C(C=C(OC2=CC1F)C1=CC=C(C(=O)OC)C=C1)=O